CC(C)(CC)O 2-methyl-butan-2-ol